FC(OC1=CC=C2C(=N1)NC=C2C=2C=C1N(CCNC1=O)C2)F 7-(6-(difluoromethoxy)-1H-pyrrolo[2,3-b]pyridin-3-yl)-3,4-dihydropyrrolo[1,2-a]pyrazin-1(2H)-one